CC1=NN=C(S1)C=1C=CC(=C(C1)O)C=1N=NC(=CC1)N1C[C@H](CC1)N[C@@H]1COCC1 5-(5-methyl-1,3,4-thiadiazol-2-yl)-2-{6-[(3S)-3-[(3S)-oxolan-3-ylamino]pyrrolidin-1-yl]pyridazin-3-yl}phenol